13-methyl-heptacosane CC(CCCCCCCCCCCC)CCCCCCCCCCCCCC